BrC=1C(=NC(=NC1)NC1=CC=C(C=C1)N1CCC(CC1)N1CCN(CC1)C)NC1=C(C=CC(=C1)F)C(C)(C)O 2-(2-((5-Bromo-2-((4-(4-(4-methylpiperazin-1-yl)piperidin-1-yl)phenyl)amino)pyrimidin-4-yl)amino)-4-fluorophenyl)propan-2-ol